(1S,2S,5R)-3-(2-(3-acetyl-5-(2-methylpyrimidin-5-yl)-1H-indazol-1-yl)acetyl)-N-(6-bromopyridin-2-yl)-3-azabicyclo[3.1.0]hexane-2-carboxamide C(C)(=O)C1=NN(C2=CC=C(C=C12)C=1C=NC(=NC1)C)CC(=O)N1[C@@H]([C@H]2C[C@H]2C1)C(=O)NC1=NC(=CC=C1)Br